N-hydroxy-N-acetyl-3-(3-bromo-2-chlorophenoxy)propylamine ON(C(C)=O)CCCOC1=C(C(=CC=C1)Br)Cl